FC1(C(CN(C1)C1=NO[C@@H](C1)C1=NC=C(C=C1C1=C(C=C(C=C1F)F)F)C)(C)NS(=O)(=O)C)F N-(4,4-Difluoro-3-methyl-1-{(5S)-5-[5-methyl-3-(2,4,6-trifluorophenyl)pyridin-2-yl]-4,5-dihydro-1,2-oxazol-3-yl}pyrrolidin-3-yl)methanesulfonamide